8-chloro-N-methyl-N-[1-(3-pyrimidin-2-ylpyrazin-2-yl)ethyl]-6-(trifluoromethyl)quinazolin-4-amine ClC=1C=C(C=C2C(=NC=NC12)N(C(C)C1=NC=CN=C1C1=NC=CC=N1)C)C(F)(F)F